p-benzyl-bromobenzoic acid C(C1=CC=CC=C1)C1=CC(=C(C(=O)O)C=C1)Br